NC1=NC=NN2C1=C(C=C2C=2C=C(C(=C(C(=O)N[C@@H]1CN(C[C@@H]1F)C(=O)C1=C(C=NC=C1F)F)C2)C)F)C(F)(F)F 5-[4-amino-5-(trifluoromethyl)pyrrolo-[2,1-f][1,2,4]triazin-7-yl]-N-[(3R,4S)-1-(3,5-difluoropyridine-4-carbonyl)-4-fluoropyrrolidin-3-yl]-3-fluoro-2-methylbenzamide